1-(4-(2-(4-Hydroxyphenyl)propan-2-yl)phenyl)ethan-1-one OC1=CC=C(C=C1)C(C)(C)C1=CC=C(C=C1)C(C)=O